1-(1-(3,5-difluorophenyl)-2-(dimethylamino)ethyl)-4-(5-morpholino-1H-pyrrolo[2,3-b]pyridin-3-yl)pyridin-2(1H)-one FC=1C=C(C=C(C1)F)C(CN(C)C)N1C(C=C(C=C1)C1=CNC2=NC=C(C=C21)N2CCOCC2)=O